C[C@@H]1[C@@H](CN(CC1)C(CC#N)=O)N(C=1C2=C(N=CN1)NC=C2)C 3-[(3S,4S)-4-methyl-3-[methyl(7H-pyrrolo[2,3-d]pyrimidin-4-yl)amino]piperidin-1-yl]-3-oxopropanenitrile